2-methyl-1-[2-(methylthio)phenyl]-2-morpholino-propan-1-one CC(C(=O)C1=C(C=CC=C1)SC)(C)N1CCOCC1